IC=1N=C(SC1NC(OC(C)(C)C)=O)C1CCC2(OCCO2)CC1 tert-butyl (4-iodo-2-(1,4-dioxaspiro[4.5]decan-8-yl)thiazol-5-yl)carbamate